C1(CC1)C=1C(=C2C(C(N(C2=C(C1)F)C=1C(N(C=CN1)[C@@H]1[C@H](CCC1)CC(=O)O)=O)=O)(C)C)F 2-((1R,2S)-2-(3-(5-cyclopropyl-4,7-difluoro-3,3-dimethyl-2-oxoindolin-1-yl)-2-oxopyrazin-1(2H)-yl)cyclopentyl)acetic acid